Ethyl 3-(1-((1-(2-((4-ethylphenyl)sulfonamido)ethyl)piperidin-4-yl)methyl)-1H-1,2,3-triazol-4-yl)-5-fluoro-1H-indol-2-carboxylat C(C)C1=CC=C(C=C1)S(=O)(=O)NCCN1CCC(CC1)CN1N=NC(=C1)C1=C(NC2=CC=C(C=C12)F)C(=O)OCC